[Pb]=[Te].[Te] tellurium-lead telluride